O=C1NC(=CC=C1C(=O)N)C(F)(F)F 2-oxo-6-(trifluoromethyl)-1,2-dihydropyridin-3-carboxamide